CN1N=NC(=C1NC(O[C@H](C)C=1C(=NC=C(C1)F)F)=O)C1=NC=C(C=C1)NC(=O)C=1C=NC(=NC1)C (R)-1-(2,5-difluoropyridin-3-yl)ethyl (1-methyl-4-(5-(2-methylpyrimidine-5-carboxamido)pyridin-2-yl)-1H-1,2,3-triazol-5-yl)carbamate